5-(2-chlorophenyl)-3-(3-(5-methylisoquinolin-4-yl)ureido)thiophene-2-carboxylate ClC1=C(C=CC=C1)C1=CC(=C(S1)C(=O)[O-])NC(=O)NC1=CN=CC2=CC=CC(=C12)C